2-((1-acetylpyrrolidin-3-yl)methyl)-1,2,3,4-tetrahydroisoquinolin C(C)(=O)N1CC(CC1)CN1CC2=CC=CC=C2CC1